C(C)N1CCC(CC1)CC1=C(C=CC(=C1)F)S(=O)(=O)NC1=C(C2=C([C@@H]3[C@H](CO2)C3)C=C1)C(=O)O |r| (1aRS,7bSR)-5-[2-(1-ethylpiperidin-4-ylmethyl)-4-fluoro-benzenesulfonylamino]-1,1a,2,7b-tetrahydrocyclopropa-[c]benzopyran-4-carboxylic acid